O1COCC=C1 1,3-dihydro-1,3-dioxapyrimidine